C(CCCCCCC)OC1=C(SC=C1OCCCCCCCC)C=1SC=C(C1OC)OC 2-(3,4-di(octoxy)thiophene-2-yl)-3,4-di(methoxy)thiophene